3-(5-(3-Chloro-5-(trifluoromethoxy)phenyl)-1,2,4-oxadiazol-3-yl)pyrrolidine-1-carbonitrile ClC=1C=C(C=C(C1)OC(F)(F)F)C1=NC(=NO1)C1CN(CC1)C#N